6-((1R,3S)-3-(1-isopropyl-3-(trifluoromethyl)-1H-pyrazol-5-yl)cyclopentyl)-2-thia-6-azaspiro[3.4]octane 2,2-dioxide C(C)(C)N1N=C(C=C1[C@@H]1C[C@@H](CC1)N1CC2(CS(C2)(=O)=O)CC1)C(F)(F)F